Cyclopropyl-4-iodo-imidazole C1(CC1)C=1NC=C(N1)I